(2-methoxyethyl)imidazo[1,2-a]pyridin-7-amine COCCC=1N=C2N(C=CC(=C2)N)C1